(5S,8S,13R)-1-(9H-fluoren-9-yl)-5,8,13-trimethyl-3,6,9-trioxo-2,12-dioxa-4,7,10-triazapentadecan-15-oic acid C1=CC=CC=2C3=CC=CC=C3C(C12)COC(N[C@H](C(N[C@H](C(NCO[C@@H](CC(=O)O)C)=O)C)=O)C)=O